ClC=1SC2=C(N1)C(=CC(=C2)OC)C(O)C2=CC=NC=C2 (2-chloro-6-methoxybenzo[d]thiazol-4-yl)(pyridin-4-yl)methanol